COC1=CC=C(C=C1)C(C)(C)C=1N=C(SC1)NC(=O)NCCC1=CC=NC=C1 1-(4-(2-(4-methoxyphenyl)propan-2-yl)thiazol-2-yl)-3-(2-(pyridin-4-yl)ethyl)urea